(-)-1-(4-cyanophenyl)-3-[(3S*,4R*)-4-(4-methoxyphenyl)-2-oxopyrrolidin-3-yl]urea C(#N)C1=CC=C(C=C1)NC(=O)N[C@@H]1C(NC[C@H]1C1=CC=C(C=C1)OC)=O |o1:12,16|